BrC=1N2C(=C3C=NNC(C31)=O)SC(=C2)C 5-bromo-2-methylthiazolo[3',2':1,2]pyrrolo[3,4-d]pyridazin-6(7H)-one